C12C=CCCCC2N1N1C(C2=CC=CC=C2C1=O)=O 2-(8-azabicyclo[5.1.0]oct-2-en-8-yl)isoindoline-1,3-dione